FC1(CCN(CC1)C1=CN=CC(=N1)NC(C1=C(C=C(C=C1)NS(=O)(=O)CCO)N1CCC2(CC2)CC1)=O)F N-(6-(4,4-Difluoropiperidin-1-yl)pyrazin-2-yl)-4-((2-hydroxyethyl)sulfonamido)-2-(6-azaspiro[2.5]octan-6-yl)benzamide